CC1=CC(=C2C(=N1)CN(C2)C(CC2CN(C2)C=2C=NC=CC2)=O)C 1-(2,4-dimethyl-5,7-dihydro-6H-pyrrolo[3,4-b]pyridin-6-yl)-2-[1-(pyridin-3-yl)azetidin-3-yl]ethanone